[(3S)-oxolan-3-yloxy]-2,3-dihydro-1H-isoindol O1C[C@H](CC1)OC1NCC2=CC=CC=C12